Triphenyl-sulfonium 4-nitrophenyl-sulfate tert-Butyl-4-(4-{5-[5-fluoro-6-(2-methoxyethoxy)-1H-indazol-3-yl]-1,2-oxazol-3-yl}benzoyl)piperazine-1-carboxylate C(C)(C)(C)OC(=O)N1CCN(CC1)C(C1=CC=C(C=C1)C1=NOC(=C1)C1=NNC2=CC(=C(C=C12)F)OCCOC)=O.[N+](=O)([O-])C1=CC=C(C=C1)OS(=O)(=O)[O-].C1(=CC=CC=C1)[S+](C1=CC=CC=C1)C1=CC=CC=C1